C([C@H](/C=C/C(=O)C(=O)[O-])C(=O)[O-])C(=O)[O-] The molecule is a tricarboxylic acid trianion obtained by deprotonation of the three carboxy groups of (2R,3E)-5-oxopent-3-ene-1,2,5-tricarboxylic acid; major species at pH 7.3. It is a conjugate base of a (2R,3E)-5-oxopent-3-ene-1,2,5-tricarboxylic acid.